O=C([C@H](CCC(=O)O)NC([C@H](C)NC(C(NC=1C=NC=CC1)=O)=O)=O)COC1=C(C(=CC(=C1F)F)F)F (S)-5-oxo-4-((S)-2-(2-oxo-2-(pyridin-3-ylamino)acetamido)propanamido)-6-(2,3,5,6-tetrafluorophenoxy)hexanoic acid